C(C)(C)(C)OC(NC1=C(C=C(C=C1)Br)C(N(C)C)=O)=O (4-bromo-2-(dimethylcarbamoyl)phenyl)carbamic acid tert-butyl ester